OCCNC1=CC=C(C=C1)/C=C/C(=O)C1=CC=C(C=C1)NC(C=C)=O N-[4-[(E)-3-[4-(2-Hydroxyethylamino)phenyl]prop-2-enoyl]phenyl]prop-2-enamide